Tert-butyl 4-(4-(2-ethoxy-2-oxoethyl)-3-fluorophenyl)piperazine-1-carboxylate C(C)OC(CC1=C(C=C(C=C1)N1CCN(CC1)C(=O)OC(C)(C)C)F)=O